C1(CCC1)OC1=NC(=C(C=C1F)F)F 2-cyclobutoxy-3,5,6-trifluoropyridine